ClCC(=O)NC1=C(C=CC(=C1)OC)CC 2-chloro-N-(2-ethyl-5-methoxyphenyl)acetamide